Cl.ClC=1C(=NC=CN1)C(C)N 1-(3-chloropyrazin-2-yl)ethylamine, hydrochloride